α-tocopherol Acetate CC(=O)OC1C(C)=C(C)C2=C(C=1C)CCC(C)(CCC[C@H](C)CCC[C@H](C)CCCC(C)C)O2